OC/C=C(/C(=O)NCCCCNC(C1=CC=CC=C1)=O)\C (E)-N-(4-(4-hydroxy-2-methylbut-2-enamido)butyl)benzamide